cis-diallyl maleate C(\C=C/C(=O)OCC=C)(=O)OCC=C